N-[(1S)-2-[4-(3,5-dimethyl-1H-pyrazol-4-yl)anilino]-1-(4-methylcyclohexyl)-2-oxo-ethyl]-2-(2-methylsulfinylethyl)pyrazole-3-carboxamide CC1=NNC(=C1C1=CC=C(NC([C@H](C2CCC(CC2)C)NC(=O)C=2N(N=CC2)CCS(=O)C)=O)C=C1)C